ClC=1C=C(C=C(C1OCCCl)C#N)N1C2=C(OCC1)C=C(C=C2)OCC2=NC(=NC=C2)NS(=O)(=O)C N-(4-(((4-(3-chloro-4-(2-chloroethoxy)-5-cyanophenyl)-3,4-dihydro-2H-benzo[b][1,4]oxazin-7-yl)oxy)methyl)pyrimidin-2-yl)methanesulfonamide